P(=O)([O-])([O-])[O-].C(CCCCCCC)[N+](C)(C)CCCCCC.C(CCCCCCC)[N+](CCCCCC)(C)C.C(CCCCCCC)[N+](CCCCCC)(C)C octylhexyldimethylammonium phosphate